trans-2,2-dimethyl-N-(1-methyl-4-(6-(trifluoromethyl)pyridin-3-yl)pyrrolidin-3-yl)-3-((3-(trifluoromethyl)pyridin-2-yl)oxy)propanamide CC(C(=O)N[C@@H]1CN(C[C@H]1C=1C=NC(=CC1)C(F)(F)F)C)(COC1=NC=CC=C1C(F)(F)F)C